FC1=CC(=C(C#N)C=C1)N1C=NC=2C1=NC(=CC2)C2=NC(=CC=C2)O[C@H](CN2N=NN=C2)C 4-fluoro-2-[5-(6-{[(2S)-1-(1H-tetrazol-1-yl)propan-2-yl]oxy}pyridin-2-yl)-3H-imidazo[4,5-b]pyridin-3-yl]benzonitrile